2-(2-((5-(3-(aminomethyl)phenyl)benzofuran-3-yl)methoxy)-4-cyclopropylphenyl)acetic acid NCC=1C=C(C=CC1)C=1C=CC2=C(C(=CO2)COC2=C(C=CC(=C2)C2CC2)CC(=O)O)C1